N1=CC=C(C=C1)C1(CCCC1)C(=O)OC methyl 1-(pyridin-4-yl)cyclopentane-1-carboxylate